C(C)N(C\C=C(/C)\CCC=C(C)C)CC diethyl-geranylamine